(+)-N-[(cis)-4-hydroxy-1,1-dioxidotetrahydro-thiophen-3-yl]-3-oxo-2-(pyridin-3-yl)-6-[4-(trifluoromethyl)phenyl]-2,3-dihydropyridazine-4-carboxamide O[C@@H]1[C@@H](CS(C1)(=O)=O)NC(=O)C=1C(N(N=C(C1)C1=CC=C(C=C1)C(F)(F)F)C=1C=NC=CC1)=O